C1(CC1)C=1C=NN(C1B(O)O)CC (4-cyclopropyl-1-ethyl-1H-pyrazol-5-yl)boronic acid